(1s,4s)-4-(8-(2,4-dichloro-6-fluorophenylamino)-2-(3,3-difluorocyclobutyl-amino)-9H-purin-9-yl)cyclohexanecarboxamide ClC1=C(C(=CC(=C1)Cl)F)NC=1N(C2=NC(=NC=C2N1)NC1CC(C1)(F)F)C1CCC(CC1)C(=O)N